1,3-Dicyclohexyl-1,1,3,3-tetrakis(dimethylvinylsilyloxy)disiloxane C1(CCCCC1)[Si](O[Si](O[SiH2]C=C(C)C)(O[SiH2]C=C(C)C)C1CCCCC1)(O[SiH2]C=C(C)C)O[SiH2]C=C(C)C